(2r,4r,6s)-4-(2-(((trans)-4-aminocyclohexyl)oxy)ethoxy)-2,6-dimethylpiperidine-1-carboxylic acid tert-butyl ester C(C)(C)(C)OC(=O)N1[C@@H](CC(C[C@@H]1C)OCCO[C@@H]1CC[C@H](CC1)N)C